C1C(CC12CCNCC2)N2CCC(CC2)N2N=CC1=CC(=C(C=C21)OC)C2(NC(=CC=C2)C(F)(F)F)C(=O)N 2-(1-(7-azaspiro[3.5]nonane-2-ylpiperidin-4-yl)-6-methoxyindazol-5-yl)-6-(trifluoromethyl)pyridine-2-carboxamide